1-(5-isoquinolinesulfonyl)-3-methylpiperazine C1=NC=CC=2C(=CC=CC12)S(=O)(=O)N1CC(NCC1)C